C(CCCCCCCC)OC(=S)NCC1(CC(CC(C1)(C)C)NC(OCCCCCCCCC)=S)C nonyl 3-(nonyloxythiocarbonylamino-methyl)-3,5,5-trimethylcyclohexylthiocarbamate